1-(2-((aminocarbamothioyl)oxy)ethyl)cyclopropane-1-carbonitrile NNC(=S)OCCC1(CC1)C#N